3-((methylamino)methyl)-2,3-dihydropyrazolo[5,1-b]oxazole-7-sulfonimidamide CNCC1N2C(OC1)=C(C=N2)S(=O)(N)=N